N-methyl-bis(3-phenylpropyl)amine CN(CCCC1=CC=CC=C1)CCCC1=CC=CC=C1